NC=1C(=NN(C1)C1CC(C1)C#N)C (±)-3-(4-amino-3-methyl-1H-pyrazol-1-yl)cyclobutane-1-carbonitrile